4-chloro-N-(furan-2-ylmethyl)-7-methoxyquinolin-2-amine ClC1=CC(=NC2=CC(=CC=C12)OC)NCC=1OC=CC1